N1CC(C1)CC#N 3-azetidinylacetonitrile